C(C)NC=1C2=C(N=C(C1)NC1=NN(C=C1)C)NC=C2C(F)(F)F N4-Ethyl-N6-(1-methyl-1H-pyrazol-3-yl)-3-(trifluoromethyl)-1H-pyrrolo[2,3-b]pyridin-4,6-diamin